COC=1C=C(C=C2CN(C(C12)=O)C1C(NC(CC1)=O)=O)C(C=C)=O 3-[7-methoxy-1-oxo-5-(prop-2-enoyl)-3H-isoindol-2-yl]Piperidine-2,6-dione